FC(C(=O)O)(F)F.FC(C(=O)O)(F)F.C1=C(C=CC2=CC=CC=C12)O naphthalene-2-ol bistrifluoroacetate